ethyl 2-(4-(4-methylthiazol-5-yl)cyclohex-3-en-1-yl)acetate CC=1N=CSC1C1=CCC(CC1)CC(=O)OCC